C1(CC1)NC(C1=C(C=C(C(=C1)C=1C=NC(=C(C1)OCC)NC(CO)(C)C)C)F)=O N-cyclopropyl-5-(5-ethoxy-6-((1-hydroxy-2-methylpropan-2-yl)amino)pyridin-3-yl)-2-fluoro-4-methylbenzamide